FC(CCNC(O[C@H]1C[C@H](CC1)C1=CC(=NN1)NC(CC1=NC=C(N=C1)OC)=O)=O)(F)F (1R,3S)-3-(3-{[(5-meth-oxypyrazin-2-yl)acetyl]-amino}-1H-pyrazol-5-yl)cyclopentyl (3,3,3-tri-fluoropropyl)carbamate